FC=1C=C(C=CC1)C1=CC(=CC=C1)C[C@@H]1N(CC[C@@H]1NS(=O)(=O)C)C(=O)OC(C)(C)C tert-butyl (2S,3S)-2-((3'-fluorobiphenyl-3-yl)methyl)-3-((methylsulfonyl)amino)pyrrolidine-1-carboxylate